CN1C(C=C(C2=CC=CC=C12)C)=O 1,4-dimethyl-quinolinone